O=C1NC(CCC1N1C(C2=CC=C(C=C2C1=O)NCCC[C@@H]1C[C@H](C1)N1N=CC(=C1)C=1C=NC2=CC=C(C=C2N1)N1C[C@@H](N(CC1)C(=O)OC(C)(C)C)C)=O)=O tert-butyl (2S)-4-(3-(1-(trans-3-(3-((2-(2,6-dioxopiperidin-3-yl)-1,3-dioxoisoindolin-5-yl)amino)propyl)cyclobutyl)-1H-pyrazol-4-yl)quinoxalin-6-yl)-2-methylpiperazine-1-carboxylate